5-(2-(1-isobutyl-1H-pyrazol-4-yl)phenyl)-3-methylenedihydrofuran-2(3H)-one C(C(C)C)N1N=CC(=C1)C1=C(C=CC=C1)C1CC(C(O1)=O)=C